3-methyl-2,5-diphenylpyrazolo[1,5-a]pyrimidin-7(4H)-one CC=1C(=NN2C1NC(=CC2=O)C2=CC=CC=C2)C2=CC=CC=C2